Tert-Butyl 3-[6-fluoro-3-(2'-oxo-1'-tetrahydropyran-2-yl-spiro[cyclopentane-1,3'-pyrrolo[2,3-b]pyridine]-4'-yl)indazol-1-yl]-3-(hydroxymethyl)pyrrolidine-1-carboxylate FC1=CC=C2C(=NN(C2=C1)C1(CN(CC1)C(=O)OC(C)(C)C)CO)C1=C2C(=NC=C1)N(C(C21CCCC1)=O)C1OCCCC1